C(C)(=O)N1CC(C1)C1=CC=2N(C=C1F)C(=CN2)C2=CC(=C(C(=O)NC1CC1)C(=C2)OC)OC(F)F 4-[7-(1-acetylazetidin-3-yl)-6-fluoro-imidazo[1,2-a]pyridin-3-yl]-N-cyclopropyl-2-(difluoromethoxy)-6-methoxy-benzamide